CC1=C(N=NN1)C1=CC=C(C=C1)C1=CC=C(C=C1)C=1N=NNC1C(=O)O 4-(4'-(5-methyl-1H-1,2,3-triazol-4-yl)-[1,1'-biphenyl]-4-yl)-1H-1,2,3-triazol-5-carboxylic acid